C[Si](C)(C)C1=NN(C2=CC=CC=C12)C=1N(C=C(N1)OCC)C trimethylsilyl-(ethoxy(methyl)-1H-imidazol-2-yl)-1H-indazole